O=C1NC(CCC1N1C(C2=CC=C(C=C2C1)NCCOCCOC=1C=C(CNC(=O)C=2SC(=C(N2)C=2C=C3CCN(C3=CC2)C(=O)C2=CN=CN2C)C)C=CC1)=O)=O N-(3-(2-(2-((2-(2,6-dioxopiperidin-3-yl)-1-oxoisoindolin-5-yl)amino)ethoxy)ethoxy)benzyl)-5-methyl-4-(1-(1-methyl-1H-imidazole-5-carbonyl)indolin-5-yl)thiazole-2-carboxamide